C(=O)(O)[C@H](C)NCCC[C@H](N)C(=O)O N5-(L-1-Carboxyethyl)-L-ornithine